C(C)(C)(C)OC(N[C@@H]1CC[C@H](CC1)CC(C)=O)=O (Trans-4-(2-oxopropyl)cyclohexyl)carbamic acid tert-butyl ester